FC1=C(C=CC=C1)COC=1C(=NC=CC1)[N+](=O)[O-] 3-[(2-fluorophenyl)methoxy]-2-nitropyridine